3-hydroxycaprylate OC(CC(=O)[O-])CCCCC